CC1(COC1)CN1N=C(C=CC1=O)C=1C=NC(=NC1)OCC(F)(F)F 2-((3-methyloxetan-3-yl)methyl)-6-(2-(2,2,2-trifluoroethoxy)pyrimidin-5-yl)pyridazin-3(2H)-one